tert-Butyl 3-ethyl-4-(2,2,2-trifluoroacetyl)piperazine-1-carboxylate C(C)C1CN(CCN1C(C(F)(F)F)=O)C(=O)OC(C)(C)C